Silver indium phosphorus sulfide [P]=S.[In].[Ag]